4-[(3-[(4-fluorophenyl)methyl]-4-(methoxymethoxy)phenyl)methyl]-3,5-dimethylphenol FC1=CC=C(C=C1)CC=1C=C(C=CC1OCOC)CC1=C(C=C(C=C1C)O)C